Oxetan-3-ylmethyl (5-(2-methylpyridin-4-yl)-1H-benzo[d]imidazol-2-yl)carbamate CC1=NC=CC(=C1)C1=CC2=C(NC(=N2)NC(OCC2COC2)=O)C=C1